pentanoylchroman C(CCCC)(=O)C1OC2=CC=CC=C2CC1